6-chloro-5-cyclopropoxy-3-(1H-imidazol-1-yl)-2-(3-(trifluoromethyl)-1H-1,2,4-triazol-5-yl)-1H-indole ClC1=C(C=C2C(=C(NC2=C1)C1=NC(=NN1)C(F)(F)F)N1C=NC=C1)OC1CC1